C(C)N1N=C(C=C1)C=1N=C(N(C1)C)C1=NC(=CC2=C1C=NN2C)C(=O)N 4-[4-(1-ethyl-1H-pyrazol-3-yl)-1-methyl-1H-imidazol-2-yl]-1-methyl-1H-pyrazolo[4,3-c]pyridine-6-carboxamide